FC1(C[C@@H]2[C@@H]([C@H](C[C@]1(N2)C)C(=C)C=2N=CC(=NC2)C=2C=C1C=CN=CC1=CC2O)OC)F 6-(5-(1-((1R,3R,4R,5R)-7,7-difluoro-4-methoxy-1-methyl-8-azabicyclo[3.2.1]octan-3-yl)vinyl)pyrazin-2-yl)isoquinolin-7-ol